CC1=C(C=CC(=C1C=1N=CN(C1)C)NC1=NC=C(C=C1)C(F)(F)F)S(=O)(=O)N methyl-3-(1-methylimidazol-4-yl)-4-[[5-(trifluoromethyl)-2-pyridinyl]amino]benzenesulfonamide